ClC=1C=C2C(=C3C4(NC(NC13)=O)CCCCC4)OC(=C2)C(=O)N2CC=4N(CC2)C=C(N4)C(F)(F)F 5'-chloro-2'-[2-(trifluoromethyl)-5H,6H,7H,8H-imidazo[1,2-a]pyrazine-7-carbonyl]-7',8'-dihydro-6'H-spiro[cyclohexane-1,9'-furo[2,3-f]quinazoline]-7'-one